COC1=CC=CC(=N1)C1=CN2C(S1)=C(C=N2)C(=O)N 2-(6-methoxypyridin-2-yl)pyrazolo[5,1-b]thiazole-7-carboxamide